ClC1=C(C=CC=C1NC=1C=NC(=CC1)OC(F)F)[C@@]1(CC(N(C(N1)=N)C1CC(C1)(C)O)=O)C (6S)-6-(2-Chloro-3-{[6-(difluoromethoxy)pyridin-3-yl]-amino}phenyl)-3-(3-hydroxy-3-methylcyclobutyl)-2-imino-6-methylhexahydropyrimidin-4-one